N1N=CC(=C1)CN1C(=NC=2C1=NC(=CC2)C(=O)OC)CN2CCC(CC2)OC2=NC(=NC=C2)CC2=CC=C(C=C2)Cl methyl 3-((1H-pyrazol-4-yl) methyl)-2-((4-((2-(4-chlorobenzyl) pyrimidin-4-yl) oxy) piperidin-1-yl) methyl)-3H-imidazo[4,5-b]pyridine-5-carboxylate